ON1C(CC2=CC=CC=C12)=O hydroxyindolinone